(S)-1-((R)-2-((methoxy-carbonyl)amino)-2-phenylacetyl)-4-oxopyrrolidine COC(=O)N[C@@H](C(=O)N1CCC(C1)=O)C1=CC=CC=C1